C(C)(=O)O[C@@H]1[C@@H]([C@H](O[C@H]1N1C=2N=C(NC(C2N=C1)=O)NC(C(C)C)=O)CO)OC(C)=O acetic acid [(2R,3R,4R,5R)-4-acetoxy-2-(hydroxymethyl)-5-[2-(2-methyl-propionyl-amino)-6-oxo-1H-purin-9-yl] tetrahydrofuran-3-yl] ester